Lithium bistrimethylsilylaminotetrahydrofuran C[Si](C)(C)N([Si](C)(C)C)C1OCCC1.[Li]